CC1(OB(OC1(C)C)[C@@H]1[C@H](C1)C1=CC=C2C3(C(N(C2=C1)CC(F)(F)F)=O)CCCC3)C 6'-((1S,2S)-2-(4,4,5,5-tetramethyl-1,3,2-dioxaborolan-2-yl)cyclopropyl)-1'-(2,2,2-trifluoroethyl)spiro[cyclopentane-1,3'-indolin]-2'-one